FC(OC1=CC=C(N)C=C1)(F)F p-trifluoromethoxyaniline